4-((1-(4-bromophenyl)-4-hydroxypiperidin-4-yl)methyl)thiomorpholine-1,1-dioxide BrC1=CC=C(C=C1)N1CCC(CC1)(O)CN1CCS(CC1)(=O)=O